ClC1=C(OCC2=NN(C=C2)CC2CCN(CC2)CC2=NC3=C(N2CC2=CN=CN2CC)C=C(C=C3)C(=O)O)C=CC(=C1)Cl 2-{[4-({3-[(2,4-dichlorophenoxy)methyl]-1H-pyrazol-1-yl}methyl)piperidin-1-yl]methyl}-1-[(1-ethyl-1H-imidazol-5-yl)methyl]-1H-1,3-benzodiazole-6-carboxylic acid